NC=1C2=C(N=CN1)N(C=C2C=2C(=C(C=CC2)NS(=O)(=O)C2=CC1=C(N(CCO1)C)C=C2)F)C 4-Methyl-3,4-dihydro-2H-benzo[1,4]oxazine-7-sulfonic acid [3-(4-amino-7-methyl-7H-pyrrolo[2,3-d]pyrimidin-5-yl)-2-fluoro-phenyl]-amide